6-chloro-3-[hydroxy-[3-(2-methoxyethoxy)isoxazol-5-yl]methylene]-5-[4-(2-hydroxy-3-methoxy-phenyl)phenyl]indolin-2-one ClC1=C(C=C2C(C(NC2=C1)=O)=C(C1=CC(=NO1)OCCOC)O)C1=CC=C(C=C1)C1=C(C(=CC=C1)OC)O